N-(2-fluoro-4-methyl-5-(pyrrolo[2,1-f][1,2,4]triazin-2-yl)phenyl)-6-azabicyclo[3.1.1]heptane FC1=C(C=C(C(=C1)C)C1=NN2C(C=N1)=CC=C2)N2C1CCCC2C1